N-(3-(1-(4-fluorobenzyl)-1H-benzo[d]imidazol-6-yl)-1H-pyrazol-5-yl)-4-((1-methylpiperidin-4-yl)amino)benzamide FC1=CC=C(CN2C=NC3=C2C=C(C=C3)C3=NNC(=C3)NC(C3=CC=C(C=C3)NC3CCN(CC3)C)=O)C=C1